ethyl alcohol bromide [Br-].C(C)O